BrC=1C(=C2C(=CC1)C(N(C[C@]21[C@H](C1)F)CC(=O)OC)=O)F methyl 2-[(2's,4r)-6-bromo-2',5-difluoro-1-oxo-spiro[3H-isoquinoline-4,1'-cyclopropane]-2-yl]acetate